ClC=1C=C(CN2N=C3N([C@H](CCC3)C(=O)N3CCCC3)C2=O)C=CC1Cl |r| (5RS)-2-(3,4-Dichlorobenzyl)-5-(pyrrolidin-1-ylcarbonyl)-5,6,7,8-tetrahydro[1,2,4]triazolo[4,3-a]pyridine-3(2H)-one